C(CC(C)C)OC=1C(=C(C(=CC1OC)OCCC)N)N 3-isopentyloxy-4-methoxy-6-n-propoxy-1,2-phenylenediamine